E-4-(4-dimethylaminostyryl)-1-ethylpyridinium CN(C1=CC=C(/C=C/C2=CC=[N+](C=C2)CC)C=C1)C